(3S,5S,6R)-3-[(1-methylcyclopropyl)methyl]-5,6-diphenyl-morpholin-2-one CC1(CC1)C[C@@H]1N[C@H]([C@H](OC1=O)C1=CC=CC=C1)C1=CC=CC=C1